N-(3-(3-chloro-2-(3-methoxy-4-(((((S)-1-methyl-5-oxopyrrolidin-2-yl)methyl)amino)methyl)phenyl)pyridin-4-yl)-2-methylphenyl)-5-(((S)-3-hydroxypyrrolidin-1-yl)methyl)picolinamide ClC=1C(=NC=CC1C=1C(=C(C=CC1)NC(C1=NC=C(C=C1)CN1C[C@H](CC1)O)=O)C)C1=CC(=C(C=C1)CNC[C@H]1N(C(CC1)=O)C)OC